4,4',4''-(1-methylpropanyl-3-ylidene)tris[6-tert-butyl-m-cresol] CC1=CC(=C(C=C1C(C)CC(C2=CC(=C(C=C2C)O)C(C)(C)C)C3=CC(=C(C=C3C)O)C(C)(C)C)C(C)(C)C)O